[N+](=O)([O-])C1=CC=C(N=O)C=C1 p-nitroanilineOne